(2S)-2-(9H-fluoren-9-ylmethoxycarbonylamino)-4-(2-fluoro-3-methyl-benzothiophen-5-yl)butanoic acid C1=CC=CC=2C3=CC=CC=C3C(C12)COC(=O)N[C@H](C(=O)O)CCC=1C=CC2=C(C(=C(S2)F)C)C1